(2S)-2-amino-4-[{(1R)-1-[1-benzyl-4-(2,5-difluorophenyl)-1H-imidazol-2-yl]-2,2-dimethylpropyl}(glycoloyl)amino]-N-{2-[(bromoacetyl)amino]ethyl}butanamid N[C@H](C(=O)NCCNC(CBr)=O)CCN(C(CO)=O)[C@H](C(C)(C)C)C=1N(C=C(N1)C1=C(C=CC(=C1)F)F)CC1=CC=CC=C1